5-chloro-N-(4-fluoro-3-(methylthio)phenyl)-2-(4-(trifluoromethoxy)phenoxy)-4-(trifluoromethyl)benzamide ClC=1C(=CC(=C(C(=O)NC2=CC(=C(C=C2)F)SC)C1)OC1=CC=C(C=C1)OC(F)(F)F)C(F)(F)F